2-(thiophene-2-yl)-4,5-dihydrooxazole S1C(=CC=C1)C=1OCCN1